methyl 4-(bis(4-methoxybenzyl)amino)-1-(4-(difluoromethyl)-2-methyl-6-nitrophenyl)-6-oxo-1,6-dihydropyrimidine-5-carboxylate COC1=CC=C(CN(C=2N=CN(C(C2C(=O)OC)=O)C2=C(C=C(C=C2[N+](=O)[O-])C(F)F)C)CC2=CC=C(C=C2)OC)C=C1